Tert-butyl (1R,2S)-2-[1-tert-butoxycarbonyl-3-[(5-methoxy-2-pyrimidin-5-yl-pyrimidin-4-yl)amino]indazol-6-yl]-5'-methoxy-2'-oxo-spiro[cyclopropane-1,3'-indoline]-1'-carboxylate C(C)(C)(C)OC(=O)N1N=C(C2=CC=C(C=C12)[C@@H]1C[C@@]12C(N(C1=CC=C(C=C21)OC)C(=O)OC(C)(C)C)=O)NC2=NC(=NC=C2OC)C=2C=NC=NC2